Cl.N(=[N+]=[N-])CC1=C(C(=O)N)C=CC=C1 (Azidomethyl)benzamide hydrochloride